N,N'-Dibenzyliden-2-methyl-1,5-pentandiamin C(C1=CC=CC=C1)=NCC(CCCN=CC1=CC=CC=C1)C